(R)-5-(1-(6-(2-hydroxy-2-(3-(trifluoromethyl)phenyl)acetyl)-4-oxo-4,5,6,7,8,9-hexahydro-3H-pyrimido[5,4-c]azepin-2-yl)cyclopropyl)thiophene-3-carboxylic acid ethyl ester C(C)OC(=O)C1=CSC(=C1)C1(CC1)C=1NC(C=2CN(CCCC2N1)C([C@@H](C1=CC(=CC=C1)C(F)(F)F)O)=O)=O